tert-butyl ((S)-1-((2S,4R)-4-methoxy-2-(((S)-1-(4-(4-methylthiazol-5-yl)phenyl)ethyl)carbamoyl)pyrrolidin-1-yl)-3,3-dimethyl-1-oxobutan-2-yl)carbamate CO[C@@H]1C[C@H](N(C1)C([C@H](C(C)(C)C)NC(OC(C)(C)C)=O)=O)C(N[C@@H](C)C1=CC=C(C=C1)C1=C(N=CS1)C)=O